2-((3,5-dicyano-4-ethyl-6-(4-(isothiazol-4-ylmethyl)piperazin-1-yl)pyridin-2-yl)thio)-2-phenylacetamide C(#N)C=1C(=NC(=C(C1CC)C#N)N1CCN(CC1)CC=1C=NSC1)SC(C(=O)N)C1=CC=CC=C1